2-(4-chlorobenzyl)-N-{2-[(2-methoxyethyl)amino]-2-oxoethyl}-8-methyl-4,5-dihydro-2H-furo[2,3-g]indazole-7-carboxamide ClC1=CC=C(CN2N=C3C4=C(CCC3=C2)OC(=C4C)C(=O)NCC(=O)NCCOC)C=C1